(S)-6-bromo-2-(1-cyclopropylethyl)-N-((1-(fluoromethyl)cyclopropyl)methyl)-3-oxoisoindoline-4-sulfonamide BrC=1C=C(C=2C(N(CC2C1)[C@@H](C)C1CC1)=O)S(=O)(=O)NCC1(CC1)CF